NC=1C2=C(N=CN1)N(C(=C2C(=O)NC2=CC=C(C=C2)COC)Br)C2(CC2)C 4-amino-6-bromo-N-(4-(methoxymethyl)phenyl)-7-(1-methylcyclopropyl)-7H-pyrrolo[2,3-d]pyrimidine-5-carboxamide